tert-butyl 3-(4,6-dimethylpyrazolo[1,5-a]pyrazin-2-yl)-3-oxopropanoate CC=1C=2N(C=C(N1)C)N=C(C2)C(CC(=O)OC(C)(C)C)=O